C(C)(C)(C)[Si](C1=CC=CC=C1)(C1=CC=CC=C1)OCCCCCCC(CC(C)(S(=O)(=O)C1=CC=C(C=C1)B1OC(C(O1)(C)C)(C)C)C)OC1OCCCC1 tert-butyl-[9-methyl-7-tetrahydropyran-2-yloxy-9-[4-(4,4,5,5-tetramethyl-1,3,2-dioxaborolan-2-yl)phenyl]sulfonyl-decoxy]-diphenyl-silane